N-(3,4-difluorophenyl)thiomorpholin-4-carboxamide FC=1C=C(C=CC1F)NC(=O)N1CCSCC1